C1(CC1)NC(=O)O[C@H]1C[C@H](CC1)C1=CC(=NN1)NC(OCC1=CC=CC=C1)=O benzyl (5-((1S,3R)-3-((cyclopropylcarbamoyl)oxy)cyclopentyl)-1H-pyrazol-3-yl)carbamate